N-(1-(6-chloro-7-(8-ethynyl-7-fluoro-3-hydroxynaphthalen-1-yl)-8-fluoro-2-((tetrahydro-1H-pyrrolizin-7a(5H)-yl)methoxy)quinazolin-4-yl)-4,4-dimethylazepan-3-yl)-N-methylacryl-amide ClC=1C=C2C(=NC(=NC2=C(C1C1=CC(=CC2=CC=C(C(=C12)C#C)F)O)F)OCC12CCCN2CCC1)N1CC(C(CCC1)(C)C)N(C(C=C)=O)C